8-(2-ethoxy-5-ethylsulfonylphenyl)-6-methyl-2-(1-methylpyrazol-4-yl)pyrido[4,3-d]pyrimidin-5-one C(C)OC1=C(C=C(C=C1)S(=O)(=O)CC)C1=CN(C(C2=C1N=C(N=C2)C=2C=NN(C2)C)=O)C